FC=1C(=NC=C(C1)OCCN(C)OC)CO (3-fluoro-5-{2-[methoxy(methyl)amino]ethoxy}pyridin-2-yl)methanol